C(C(C)C)OC1=CC=C(CN)C=C1 4-(isobutoxy)benzylamine